C[C@@H]1O[C@@H](CN(C1)C1=CC=CC(=N1)C1=NC2=CC(=NC=C2C=C1)CC(=O)N[C@H]1CN(C[C@H](C1)F)S(=O)(=O)C)C 2-(2-(6-((cis)-2,6-dimethylmorpholino)pyridin-2-yl)-1,6-naphthyridin-7-yl)-N-((3R,5S)-5-fluoro-1-(methylsulfonyl)piperidin-3-yl)acetamide